C(#N)C1(CC1)NS(=O)(=O)C=1C=C(C=2N(C1)C(=NC2)C=2SC(=NN2)C(F)F)N2C[C@H]1N(CC2)C(CCC1)=O (S)-N-(1-cyanocyclopropyl)-3-(5-(difluoromethyl)-1,3,4-thiadiazol-2-yl)-8-(6-oxooctahydro-2H-pyrido[1,2-a]pyrazin-2-yl)imidazo[1,5-a]pyridine-6-sulfonamide